ClCC1=NC=CC=C1CCl 2,3-bis(chloromethyl)pyridine